C(C1=CC=CC=C1)N1N=C(C=C1Br)Br 1-benzyl-3,5-dibromopyrazole